ClC1=C(C(=O)NC(C(=O)O)CCN2CC(CC2)CCC2=NC=3NCCCC3C=C2)C=CC=C1F 2-(2-chloro-3-fluorobenzamido)-4-(3-(2-(5,6,7,8-tetrahydro-1,8-naphthyridin-2-yl)ethyl)pyrrolidin-1-yl)butanoic acid